Cl.ClC1=CC=C(C=C1)C1=CC=C(N1C1=CC(=CC=C1)C(F)(F)F)C1=CC=C(C(=O)NCCCN(C)C)C=C1 4-[5-(4-chlorophenyl)-1-[3-(trifluoromethyl)phenyl]pyrrol-2-yl]-N-[3-(dimethylamino)propyl]-benzamide hydrochloride